NCC(=O)N(C1CC1)C(C(C(F)(F)F)(F)F)C1=C(C(=CC=C1)Cl)F 2-amino-N-(1-(3-chloro-2-fluorophenyl)-2,2,3,3,3-pentafluoropropyl)-N-cyclopropylacetamide